1-[6'-(azetidin-1-yl)-[2,3'-bipyridin]-3-yl]methanamine N1(CCC1)C1=CC=C(C=N1)C1=NC=CC=C1CN